CC=1N=C(SC1C(=O)OC(C)(C)C)NC(=O)C1(CC(C1)NC1=NC=CC2=CC=C(C=C12)C1=NOC(=N1)C)C tert-Butyl 4-methyl-2-((1s,3s)-1-methyl-3-((7-(5-methyl-1,2,4-oxadiazol-3-yl)isoquinolin-1-yl)amino)cyclobutane-1-carboxamido)thiazole-5-carboxylate